NC=1C=2N(C3=CC(=C(C=C3N1)F)C(=O)N1[C@@H]3[C@H](C[C@H](C1)C)CC1=NC(=CC=C13)C(F)(F)F)C=NC2 |r| Rac-(4-amino-7-fluoroimidazo[1,5-a]quinoxalin-8-yl)((4bR,7R,8aR)-7-methyl-2-(trifluoromethyl)-4b,6,7,8,8a,9-hexahydro-5H-cyclopenta[1,2-b:3,4-b']dipyridin-5-yl)methanone